[Au].[Ag].[Se].OC1=CC(=CC=2C(C3=CC=CC(=C3C(C12)=O)O)=O)CO 1,8-dihydroxyl-3-hydroxymethyl-anthraquinone selenium-silver-gold